N-(3-methoxypropyl)-4-((2-((4-methylbenzyl)thio)-1H-benzo[d]imidazol-1-yl)methyl)benzamide COCCCNC(C1=CC=C(C=C1)CN1C(=NC2=C1C=CC=C2)SCC2=CC=C(C=C2)C)=O